2-triethylsilyl-3,4-dimethoxythiophene C(C)[Si](C=1SC=C(C1OC)OC)(CC)CC